C1(=CC=CC=C1)C=1C2=CC=CC=C2C=C2C=CC=CC12 9-(phenyl)anthracene